(S)-(5-fluoro-7-(5-fluoro-2-((5-(piperazin-1-ylmethyl)pyridin-2-yl)amino)-pyrimidin-4-yl)-2,3-dihydro-1H-benzo[d]pyrrolo[1,2-a]imidazol-1-yl)methanol FC1=CC(=CC2=C1N=C1N2[C@@H](CC1)CO)C1=NC(=NC=C1F)NC1=NC=C(C=C1)CN1CCNCC1